Trans-rac-(4R)-4-amino-1-[4-[4-[4-[(4-aminocyclohexyl)-difluoro-methyl]-6-chloro-2-pyridyl]piperazin-1-yl]sulfonylphenyl]pyrrolidin-2-one N[C@@H]1CC(N(C1)C1=CC=C(C=C1)S(=O)(=O)N1CCN(CC1)C1=NC(=CC(=C1)C(F)(F)[C@@H]1CC[C@H](CC1)N)Cl)=O |&1:1|